ClC1=C2C(=CN=CC2=CC=C1)C1=CC=C2C(=NC(=NC2=C1)OCC12CCCN2CCC1)N1[C@@H]2CCN([C@@H]2C1)C(C(=C)F)=O ((1R,5R)-6-(7-(5-chloroisoquinolin-4-yl)-2-((tetrahydro-1H-pyrrolizin-7a(5H)-yl)methoxy)quinazolin-4-yl)-2,6-diazabicyclo[3.2.0]hept-2-yl)-2-fluoroprop-2-en-1-one